C(C)(C)(C)P(C1=C(C(=CC=C1OC)OC)C1=C(C=C(C=C1C(C)C)C(C)C)C(C)C)C(C)(C)C 2-(di-tert-butylphosphino)-3,6-dimethoxy-2',4',6'-triisopropylbiphenyl